FC(C1(CNCC1)O)(F)F 3-(trifluoromethyl)-3-hydroxypyrrolidine